OC(C(C)[C@@H](C)C(=C[C@@H](C)[C@H]1CC[C@H]2C3=CC(C4CCCC[C@]4(C)[C@H]3CC[C@]12C)=O)C)(O)O Trihydroxy-23-methylergosta-7,22-dien-6-one